NCCNC(OCC=C)=O allyl (2-aminoethyl)carbamate